C(C)N1C2=C(C=3C=CC=CC13)CN(CC2)CCCCNC(=O)C=2NC1=CC=CC=C1C2 N-(4-(5-ethyl-1,3,4,5-tetrahydro-2H-pyrido[4,3-b]indol-2-yl)butyl)-1H-indole-2-carboxamide